4-HYDROXY-1H-INDOLE-3-CARBALDEHYDE OC1=C2C(=CNC2=CC=C1)C=O